5-[5-({1-[(2E)-2-(aminomethyl)-3-fluoroprop-2-en-1-yl]-5-oxo-1,5-dihydro-4H-1,2,4-triazol-4-yl}methyl)thiophen-2-yl]-N-tert-butylpyridine-3-sulfonamide hydrochloride Cl.NC/C(/CN1N=CN(C1=O)CC1=CC=C(S1)C=1C=C(C=NC1)S(=O)(=O)NC(C)(C)C)=C\F